β-D-galactopyranosylamine [C@@H]1([C@H](O)[C@@H](O)[C@@H](O)[C@H](O1)CO)N